dihydroxypropylethylenediamine OC(CCNCCN)O